dichloro-monofluorobenzene ClC=1C(=C(C=CC1)F)Cl